C(C)(C)(C)OC(=O)N1CC(C(CC1)=O)\C=C\C1=CC=CC=C1 N-tert-butyloxycarbonyl-3-((1E)-2-phenylvinyl)-4-piperidone